ClC1=CC=C(C=C1)C1=CC(=C(N1)C1(CC1)C(F)(F)F)CC1C(OC(OC1=O)(C)C)=O 5-((5-(4-chlorophenyl)-2-(1-(trifluoromethyl)cyclopropyl)-1H-pyrrol-3-yl)methyl)-2,2-dimethyl-1,3-dioxane-4,6-dione